(R)-3-(2-(4-(4-fluorophenyl)piperazin-1-yl)ethyl)-2-oxa-8-azaspiro[4.5]decan-1-one dihydrochloride Cl.Cl.FC1=CC=C(C=C1)N1CCN(CC1)CC[C@@H]1OC(C2(C1)CCNCC2)=O